C1C(CCCC1)C(O)=NO 2-cyclohexylcarboxylic acid oxime